[4-(2,2-diethoxyethoxy)phenyl]-[3-[2-fluoro-4-(trifluoromethyl)phenyl]-7-hydroxy-4-quinolyl]methanone C(C)OC(COC1=CC=C(C=C1)C(=O)C1=C(C=NC2=CC(=CC=C12)O)C1=C(C=C(C=C1)C(F)(F)F)F)OCC